6-(4-(2-(tert-butyl)-4-(3-((2,6-difluorophenyl)sulfonamido)-2-fluorophenyl)thiazol-5-yl)pyrimidin-2-yl)hexanoic acid C(C)(C)(C)C=1SC(=C(N1)C1=C(C(=CC=C1)NS(=O)(=O)C1=C(C=CC=C1F)F)F)C1=NC(=NC=C1)CCCCCC(=O)O